(E)-2-([1,1'-biphenyl]-3-yl)-N-(3,4-dimethylphenyl)-5-methyl-N'-(5-methyl-1,3,4-thiadiazol-2-yl)-1,3,4-thiadiazole-3(2H)-carboximidamide C1(=CC(=CC=C1)C1SC(=NN1/C(/NC1=CC(=C(C=C1)C)C)=N/C=1SC(=NN1)C)C)C1=CC=CC=C1